Methyl (S)-5-(3-chlorophenoxy)-2-methyl-6-(1-(piperidin-4-yl)-1H-pyrazol-4-yl)-3,4-dihydroquinoline-1(2H)-carboxylate ClC=1C=C(OC2=C3CC[C@@H](N(C3=CC=C2C=2C=NN(C2)C2CCNCC2)C(=O)OC)C)C=CC1